tert-butyl ((1R,3R)-3-((2-(2-(2-azidoethoxy)ethoxy)ethoxy)methyl)cyclopentyl)carbamate N(=[N+]=[N-])CCOCCOCCOC[C@H]1C[C@@H](CC1)NC(OC(C)(C)C)=O